ClC=1C(N(C(=CC1OCC1=C(C=C(C=C1)F)F)C)CC=1N=CC(=NC1)C(=O)NCC(CO)(C)C)=O 5-{[3-chloro-4-[(2,4-difluorobenzyl)oxy]-6-methyl-2-oxopyridin-1(2H)-yl]methyl}-N-(3-hydroxy-2,2-dimethylpropyl)pyrazine-2-carboxamide